C(C)(C)N(C1=CC2=C(C(=N1)COC(NC)=O)CN(C2=O)C2=NC(=CC=C2)C2=NN=C(N2C2=CC=CC=C2)C)C ((6-(isopropyl(methyl)amino)-2-(6-(5-methyl-4-phenyl-4H-1,2,4-triazol-3-yl)pyridin-2-yl)-1-oxo-2,3-dihydro-1H-pyrrolo[3,4-c]pyridin-4-yl)methyl)(methyl)carbamate